2,3-diethyl-1,4-naphthoquinone C(C)C=1C(C2=CC=CC=C2C(C1CC)=O)=O